(5-cyclopropyl-3-ethylsulfonyl-2-pyridyl)-2,2-difluoro-7-methyl-[1,3]dioxolo[4,5-f]benzimidazole C1(CC1)C=1C=C(C(=NC1)C1=C2C(=CC=3N(C=NC31)C)OC(O2)(F)F)S(=O)(=O)CC